C(C)(C)(C)OC([C@H](NC(=O)OCC1C2=CC=CC=C2C2=CC=CC=C12)CC#C)=O Fmoc-D-propargylglycine tertiary butyl ester